C(C)OC(C(C(=O)OCC)NC(=O)OC(C)(C)C)=O 2-((tert-Butoxycarbonyl)amino)malonic acid diethyl ester